C(C)(C)(C)OC(=O)N1C2(CC2)CN(CC1)C1=NC=C(C=C1)C=1C=2N(C=C(C1)OCC)N=C1C2C=NN1 7-(5-(6-ethoxy-1H-pyrazolo[3',4':3,4]pyrazolo[1,5-a]pyridin-4-yl)pyridin-2-yl)-4,7-diazaspiro[2.5]octane-4-carboxylic acid tert-butyl ester